tert-butyl (1-(hydroxymethyl)cyclopropyl)carbamate OCC1(CC1)NC(OC(C)(C)C)=O